ClC=1C=C(C(=O)NC2=CC(=CC=C2)[C@H](C)NC=2C=NC=3C(N2)=NN(C3)CC)C=CC1CN1CCCC1 (S)-3-chloro-N-(3-(1-((2-ethyl-2H-pyrazolo[3,4-b]pyrazin-6-yl)amino)ethyl)phenyl)-4-(pyrrolidin-1-ylmethyl)benzamide